FC(C1=NN=C(O1)C1=C(C(=CC=2N(C(NC21)=O)CC)F)S(=O)(=O)NC2(CC2)C)F [5-(difluoromethyl)-1,3,4-oxadiazol-2-yl]-1-ethyl-6-fluoro-N-(1-methylcyclopropyl)-2-oxo-benzoimidazole-5-sulfonamide